COC=1C=C(C=CC1OC)C=1NC2=CC=C(C=C2C1CC)C1CCN(CC1)C(CN1CC(CCC1)C(=O)N(CC)CC)=O 1-(2-(4-(2-(3,4-dimethoxyphenyl)-3-ethyl-1H-indol-5-yl)piperidin-1-yl)-2-oxoethyl)-N,N-diethylpiperidine-3-carboxamide